N-(2-(2-(2,6-dioxopiperidin-3-yl)-1,3-dioxoisoindol-4-yl)ethyl)hexanamide tert-butyl-4-oxo-3-(pyridin-4-yl)piperidine-1-carboxylate C(C)(C)(C)OC(=O)N1CC(C(CC1)=O)C1=CC=NC=C1.O=C1NC(CCC1N1C(C2=CC=CC(=C2C1=O)CCNC(CCCCC)=O)=O)=O